OC1CN(CCC1C1=CC=C(C#N)C=C1)C1=NC=CC2=CN=C(C=C12)NC1=CC=C(C=C1)S(=O)(=O)C racemic-4-(3-hydroxy-1-(7-((4-(methylsulfonyl)phenyl)amino)-2,6-naphthyridin-1-yl)piperidin-4-yl)benzonitrile